piperidine-4-carbonitrile trifluoroacetate salt FC(C(=O)O)(F)F.N1CCC(CC1)C#N